ClC=1C=C(C=CC1OCC1=NC=CC=C1C)NC=1C2=C(N=CN1)NC=C2C2CCN(CC2)C(C=C)=O 1-(4-(4-((3-chloro-4-((3-methylpyridin-2-yl)methoxy)phenyl)amino)-7H-pyrrolo[2,3-d]pyrimidin-5-yl)piperidin-1-yl)prop-2-en-1-one